CC(CC=1N=CC=NC1)C 5-(2-methylpropyl)pyrazine